Di(hydroxybenzoyl)benzene OC1=C(C(=O)C2=C(C=CC=C2)C(C2=C(C=CC=C2)O)=O)C=CC=C1